Cl.N1=C(C=CC=C1)CC(=O)O 2-Pyridylacetic acid HCl salt